ClC=1C=C(C=CC1)C(C(=O)N1CC2=C(N=C(NC2=O)C2(CC2)C2=CC=CC=C2)CC1)O 6-(2-(3-chlorophenyl)-2-hydroxyacetyl)-2-(1-phenylcyclopropyl)-5,6,7,8-tetrahydropyrido[4,3-d]pyrimidin-4(3H)-one